(2S)-4-[2-tert-butoxyethyl-[4-(5,6,7,8-tetrahydro-1,8-naphthyridin-2-yl)butyl]amino]-2-[[(2S)-2-(fluoromethyl)pyrrolidine-1-carbonyl]amino]butanoic acid C(C)(C)(C)OCCN(CC[C@@H](C(=O)O)NC(=O)N1[C@@H](CCC1)CF)CCCCC1=NC=2NCCCC2C=C1